n-octatriacontane CCCCCCCCCCCCCCCCCCCCCCCCCCCCCCCCCCCCCC